1-(2,6-Dimethoxyphenyl)-2-(6-ethoxypyridin-2-yl)-N,N-dimethyl-1H-imidazo[4,5-b]pyrazin-6-amine COC1=C(C(=CC=C1)OC)N1C(=NC=2C1=NC(=CN2)N(C)C)C2=NC(=CC=C2)OCC